ClC=1C=C(C=NC1N1N=CC=N1)NC(=O)[C@@H]1C[C@@](C2=C1C=NC=1N2N=C(C1)F)(C1=CN=CS1)C (6R,8S)-N-(5-chloro-6-(2H-1,2,3-triazol-2-yl)pyridin-3-yl)-2-fluoro-8-methyl-8-(thiazol-5-yl)-7,8-dihydro-6H-cyclopenta[e]pyrazolo[1,5-a]pyrimidine-6-carboxamide